FC(C(=O)C1=CC=CC=C1)(F)F 2,2,2-trifluoro-1-phenylethan-1-one